(phenoxy)silyl ether O(C1=CC=CC=C1)[SiH2]O[SiH2]OC1=CC=CC=C1